N=1C=CN2C1C=C(C=C2)C(C)N2CCOCC2 4-(1-imidazo[1,2-a]pyridin-7-ylethyl)morpholine